7-Bromo-2-methyltriazolo[4,5-c]pyridine BrC=1C=2C(C=NC1)=NN(N2)C